FC1=C(C(=O)O)C=CC(=C1)C(=O)OC 2-fluoro-4-methoxycarbonyl-benzoic acid